6-chloro-1-[(3-fluorooxetan-3-yl)methyl]pyrazolo[4,3-c]pyridine ClC1=CC2=C(C=N1)C=NN2CC2(COC2)F